1,3-Diethyl-cyclohexan C(C)C1CC(CCC1)CC